1-ethoxy-3,3,4-trimethylpent-4-en-2-one oxime C(C)OCC(C(C(=C)C)(C)C)=NO